FC1(CC(C1)C1(NC(NC1=O)=O)CNC(=O)C=1C(=CC=CC1)C1=CC=C(C=C1)C(F)(F)F)F N-{[4-(3,3-difluorocyclobutyl)-2,5-dioxoimidazolidin-4-yl]methyl}-4'-(trifluoromethyl)[biphenyl]-2-carboxamide